(R)-benzyl 2-(((benzyloxy)carbonyl)amino)-3-(3-fluoro-5-(3-methoxyoxetan-3-yl)benzamido)propanoate C(C1=CC=CC=C1)OC(=O)N[C@@H](C(=O)OCC1=CC=CC=C1)CNC(C1=CC(=CC(=C1)C1(COC1)OC)F)=O